NC1=C(C=NN1CC(C)(C)O)S(=O)(=O)NC=1C=CC(=C2C(=CNC12)C#N)C 5-Amino-N-(3-cyano-4-methyl-1H-indol-7-yl)-1-(2-hydroxy-2-methyl-propyl)pyrazol-4-sulfonamid